C1(CC1)C1=NC=C(C=N1)B(O)O (2-Cyclopropyl-5-pyrimidinyl)boronic acid